2-fluorobenzol oxid FC12C(C=CC=C1)O2